N-((2S,4R)-6-methyl-2-propyl-1,2,3,4-tetrahydroquinolin-4-yl)-2-oxo-6-(trifluoromethyl)-1,2-dihydropyridine-3-carboxamide CC=1C=C2[C@@H](C[C@@H](NC2=CC1)CCC)NC(=O)C=1C(NC(=CC1)C(F)(F)F)=O